ClC1=C(C(=O)P(C2=CC=CC=C2)=O)C(=CC=C1)Cl (2,6-dichlorobenzoyl)phenylphosphine oxide